C1(CCCCC1)[C@@]1(OC[C@H](C1)C(=C)C)OC |o1:6,9| (2R*,4R*)-2-Cyclohexyl-2-methoxy-4-(prop-1-en-2-yl)tetrahydrofuran